1-(3-chloro-3,3-difluoroprop-1-en-2-yl)-4-fluorobenzene ClC(C(=C)C1=CC=C(C=C1)F)(F)F